Potassium Monopersulphate S(=O)(=O)([O-])OOS(=O)(=O)[O-].[K+].[K+]